Cuban pyrophosphate OP(O)(=O)OP(=O)(O)O.C12C3C4C5C3C1C5C24